N[C@@H](C(=O)O)CNC(=S)NC1=CC=C(C=C1)CC1N(CCN(CCN(CCN(C1)CC(N)=O)CC(N)=O)CC(N)=O)CC(=O)N (2R)-2-amino-3-(3-(4-((1,4,7,10-tetrakis(2-amino-2-oxoethyl)-1,4,7,10-tetraazacyclododecan-2-yl)methyl)phenyl)thioureido)propanoic acid